2-(3-((Tetrahydro-2H-pyran-2-yl)oxy)-1-(5-(trifluoromethyl)pyrimidin-2-yl)piperidin-4-yl)acetic acid O1C(CCCC1)OC1CN(CCC1CC(=O)O)C1=NC=C(C=N1)C(F)(F)F